triphosgen ClC(Cl)(OC(OC(Cl)(Cl)Cl)=O)Cl